C1(CC1)C1=CC=C(N1)C(=O)N1C[C@H](CC1)C(=O)NC1=CC(=C(C(=C1)F)F)F (S)-1-(5-cyclopropyl-1H-pyrrole-2-carbonyl)-N-(3,4,5-trifluorophenyl)pyrrolidine-3-carboxamide